[Si]12(OCCN(CCO1)CCO2)CCC[N+](CC(=O)[O-])(CC[N+](CC(=O)[O-])(C)C)C 2-[3-(2,8,9-trioxa-5-aza-1-silabicyclo[3.3.3]Undecane-1-yl)propyl]-2,5,5-trimethyl-2,5-diazahexane-2,5-diium-1,6-dicarboxylate